C(CCCCC(C)C)S iso-octyl mercaptan